CC(C1=CC=CC=C1)N R-(+)-α-phenylethylamine